C(CCCC)(=O)OCCCCC pentyl pentanate